C(#N)CC=1C=C(OCCC=2C=C3C(=CNC3=CC2)NC(C)=O)C=CC1 N-(5-{2-[3-(cyanomethyl)phenoxy]ethyl}-1H-indol-3-yl)acetamide